3,4-dihydroxyl-benzoyl chloride OC=1C=C(C(=O)Cl)C=CC1O